ClC=1C=CC=C2C=C(NC12)C(=O)N1CC2(CCC2)CC1C(=O)N[C@H](C(=O)OC)C[C@H]1C(NCCC1)=O methyl (2S)-2-[[6-(7-chloro-1H-indole-2-carbonyl)-6-azaspiro[3.4]octane-7-carbonyl]amino]-3-[(3S)-2-oxo-3-piperidyl]propanoate